CC(C)(C)[O-].[Sn+4].CC(C)(C)[O-].CC(C)(C)[O-].CC(C)(C)[O-] tin t-butoxide